BrC=1C(=C(C=CC1F)C[C@H](C(=O)O)[C@@H]1CN(CC1)C(=O)OC(C)(C)C)F (S)-3-(3-bromo-2,4-difluorophenyl)-2-((R)-1-(tert-butoxycarbonyl)pyrrolidin-3-yl)propionic acid